ClC1=CC(=NN1)C(C)C 5-chloro-3-isopropylpyrazole